O[C@]1(C2(C(=C3C=C(CC3=C1)C)C)CC2)C (R,E)-6'-hydroxy-2',4',6'-trimethylspiro[cyclopropane-1,5'-inden]